ClC=1C=C(C(=O)O)C=CC1N1C(=CC2=CC=CC=C12)C(NC)=O 3-chloro-4-(2-(methylcarbamoyl)-1H-indol-yl)benzoic acid